2-((6-(2-(4-(cyclopropylamino)piperidin-1-yl)pyrimidin-5-yl)-2-ethylimidazo[1,2-a]pyridin-3-yl)(methyl)amino)-4-(4-fluorophenyl)thiazole-5-carbonitrile C1(CC1)NC1CCN(CC1)C1=NC=C(C=N1)C=1C=CC=2N(C1)C(=C(N2)CC)N(C=2SC(=C(N2)C2=CC=C(C=C2)F)C#N)C